2,3-difluoropropyl 2-nitrobenzenesulfonate [N+](=O)([O-])C1=C(C=CC=C1)S(=O)(=O)OCC(CF)F